tert-butyl N-{5-[(2-{2-[(4-phenoxyphenyl)formamido]acetamido}-acetamido)-methyl]thiophene-3-carboximidoyl}carbamate O(C1=CC=CC=C1)C1=CC=C(C=C1)C(=O)NCC(=O)NCC(=O)NCC1=CC(=CS1)C(=N)NC(OC(C)(C)C)=O